C(=O)[O-].C(=O)[O-].C1(=CC=CC=C1)[I+]C1=CC=CC=C1.C1(=CC=CC=C1)[I+]C1=CC=CC=C1 diphenyliodonium diformate